(R)-4-benzyl-3-(2-(p-tolyl)acetyl)oxazolidin-2-one C(C1=CC=CC=C1)[C@H]1N(C(OC1)=O)C(CC1=CC=C(C=C1)C)=O